rac-5-(1-methylindol-3-yl)-3-[6-methyl-3-[3-(trifluoro-methyl)phenoxy]pyridazin-4-yl]-5,6-dihydro-4H-1,2,4-oxadiazine CN1C=C(C2=CC=CC=C12)[C@H]1NC(=NOC1)C1=C(N=NC(=C1)C)OC1=CC(=CC=C1)C(F)(F)F |r|